(R)-tert-butyl 4-(chloroformyl)-3-methylpiperazine-1-carboxylate ClC(=O)N1[C@@H](CN(CC1)C(=O)OC(C)(C)C)C